F[B-](F)(F)F.C(C(=O)N=C=O)(=O)N=C=O oxalic acid isocyanate fluoroborate